FC(OC=1C(=NC=CC1)CN1C(C(=CC2=C1N=C(N=C2)C)C2CCN(CC2)C2=C(C=CC=C2C)F)=O)F 8-((3-(difluoromethoxy)pyridin-2-yl)methyl)-6-(1-(2-fluoro-6-methylphenyl)piperidin-4-yl)-2-methylpyrido[2,3-d]pyrimidin-7(8H)-one